(2-(3-fluoroazetidin-1-yl)ethyl)pyrimidin-2-ol FC1CN(C1)CCC1=NC(=NC=C1)O